N[C@@H]1[C@@H](O[C@@H]([C@H]([C@@H]1O)O)C(=O)O)C([C@H]([C@H]([C@@H]([C@H](C=O)O)O)O)O)O 6-(2-Amino-2-deoxy-β-D-mannopyranuronosyl)-D-glucose